C(C1=CC=CC=C1)OC1=C(C(=NC(=N1)N1C(C2=CC=CC=C2CC1)C1=CC=CC=C1)C(=O)NC1=C(C=CC=C1)O)OC 6-(benzyloxy)-N-(2-hydroxyphenyl)-5-methoxy-2-(1-phenyl-1,2,3,4-tetrahydroisoquinolin-2-yl)pyrimidine-4-carboxamide